C1(=CC=CC=2C3=CC=CC=C3C=CC12)C=1C(=CC=C2C3=CC=CC=C3C=CC12)C1=CC=CC=2C3=CC=CC=C3C=CC12 terphenanthryl